L-2-mercaptobenzoxazole SC=1OC2=C(N1)C=CC=C2